CC1=NNC(=C1C1=NC(=NC=C1F)N1CCN(CC1)C(=O)N1N=CC[C@H]1C=1C=C(C#N)C=C(C1)F)C (S)-3-(1-(4-(4-(3,5-dimethyl-1H-pyrazol-4-yl)-5-fluoropyrimidin-2-yl)piperazine-1-carbonyl)-4,5-dihydro-1H-pyrazol-5-yl)-5-fluorobenzonitrile